N6-(2-(1H-pyrazol-1-yl)benzyl)-N2-((4-aminocyclohexyl)methyl)-9-isopropyl-9H-purine-2,6-diamine N1(N=CC=C1)C1=C(CNC2=C3N=CN(C3=NC(=N2)NCC2CCC(CC2)N)C(C)C)C=CC=C1